5-(5-amino-2-(2,6-difluorobenzyl)-7-(thiazol-2-yl)-[1,2,4]triazolo[1,5-c]pyrimidin-8-yl)-1-methylpyridin-2(1H)-one NC1=NC(=C(C=2N1N=C(N2)CC2=C(C=CC=C2F)F)C=2C=CC(N(C2)C)=O)C=2SC=CN2